benzyl (6-aminohexyl)carbamate NCCCCCCNC(OCC1=CC=CC=C1)=O